5,6,7,8-tetrahydro-[1,2,4]triazolo[1,5-a]pyrazine N=1C=NN2C1CNCC2